OC[C@H]1N(CCNC1)C(=O)OC(C)(C)C tert-butyl (S)-2-hydroxymethylpiperazine-1-carboxylate